ClC=1C(=CC2=C(N=C(N=C2N[C@H](C)C2=C(C(=CC=C2)C(CO)(F)F)F)C)N1)C1(CC1)C#N (R)-1-(7-chloro-4-((1-(3-(1,1-difluoro-2-hydroxyethyl)-2-fluorophenyl)ethyl)amino)-2-methylpyrido[2,3-d]pyrimidin-6-yl)cyclopropane-1-carbonitrile